C1(CC1)OC1=NC=CC(=C1)C1=C(C=2CCC2C=C1)N 3-(2-Cyclopropoxypyridin-4-yl)bicyclo[4.2.0]Octa-1(6),2,4-trien-2-amine